N-[3-[(4-Chlorophenyl)methyl]phenyl]-1,6-dihydro-6-oxo-3-pyridinecarboxamide ClC1=CC=C(C=C1)CC=1C=C(C=CC1)NC(=O)C1=CNC(C=C1)=O